(2r,5s)-3-(4-aminophenylethyl)-2-(2-(4-bromophenyl)-5-(4-fluorophenyl)-2H-1,2,3-triazol-4-yl)-5-methyl-oxazolidin-4-one NC1=CC=C(C=C1)CCN1[C@H](O[C@H](C1=O)C)C1=NN(N=C1C1=CC=C(C=C1)F)C1=CC=C(C=C1)Br